FC1(CC(C1)COC1CN(CCC1)C1CCN(CC1)C=1SC(=CN1)C(=O)NCC1=NC=C(C=C1F)F)F 2-{3-[(3,3-Difluorocyclobutyl)methoxy][1,4'-bipiperidin]-1'-yl}-N-[(3,5-difluoropyridin-2-yl)methyl]-1,3-thiazole-5-carboxamide